ClC=1C=C(C(=O)NC=2N=CSC2C(=O)NCC2CCC(CC2)(F)F)C=C(C1O)Cl 4-(3,5-dichloro-4-hydroxybenzamido)-N-((4,4-difluorocyclohexyl)methyl)thiazole-5-carboxamide